C(N)(=O)C1=C(C=C(C=C1)NC(C1=C(C(=CC=C1OC1=C(C=C(C=C1)OC(F)(F)F)OC)C(F)(F)F)F)=O)F N-(4-carbamoyl-3-fluoro-phenyl)-2-fluoro-6-[2-methoxy-4-(trifluoromethoxy)phenoxy]-3-(trifluoromethyl)benzamide